FC1(C(C1)(C)NC(=O)C1=CC2=C(C(N(C=C2C2=C(C(N(C=C2)C)=O)OC2=C(C=CC=C2C)C)C)=O)N1)F N-(2,2-difluoro-1-methylcyclopropyl)-4-(3-(2,6-dimethylphenoxy)-1-methyl-2-oxo-1,2-dihydropyridin-4-yl)-6-methyl-7-oxo-6,7-dihydro-1H-pyrrolo[2,3-c]pyridine-2-carboxamide